ethyl 5-methyl-4-(1-(1-methyl-1H-imidazole-5-carbonyl)indolin-5-yl)thiazole-2-carboxylate CC1=C(N=C(S1)C(=O)OCC)C=1C=C2CCN(C2=CC1)C(=O)C1=CN=CN1C